C(C)(C)(C)OC=1C=C(C=CC1)N1C(N([C@@]2(C1=O)CCN(CCC2)CC2CCOCC2)CC)=O (R)-3-(3-(tert-butoxy)phenyl)-1-ethyl-8-((tetrahydro-2H-pyran-4-yl)methyl)-1,3,8-triazaspiro[4.6]undecane-2,4-dione